COC1=CC=C(C=C1)CN 1-(4-Methoxyphenyl)methanamine